BrC=1C=C2C(=NC1)N(NC2=O)C2=CC=C(C#N)C=C2 4-{5-bromo-3-oxo-2H-pyrazolo[3,4-b]pyridin-1-yl}benzonitrile